N=1C=NN2C1C=C(C=C2)OC2=CC(=C(C=C2C)NC2=NC=NC1=CC(=C(C=C21)NC(/C(=C/[C@@H]2N(CCC2)C)/F)=O)OC)OC2CC2 (R,Z)-N-(4-((4-([1,2,4]triazolo[1,5-a]pyridin-7-yloxy)-2-cyclopropoxy-5-methylphenyl)amino)-7-methoxy-quinazolin-6-yl)-2-fluoro-3-(1-methylpyrrolidin-2-yl)acrylamide